Cl.CNCC1(CC1)C(=O)O 1-((methylamino)methyl)cyclopropanecarboxylic acid hydrochloride